CC1=NC(=CC(=C1)C=1NC2=CC=C(C=C2C1C(C)C)C1CN(CCC1)CC=1N=C(NC1)C)C 2-(2,6-Dimethylpyridin-4-yl)-3-isopropyl-5-(1-((2-methyl-1H-imidazol-4-yl)methyl)piperidin-3-yl)-1H-indol